2-ethylbutyl ((naphthalen-1-yloxy)(perfluorophenoxy) phosphoryl)-L-alaninate C1(=CC=CC2=CC=CC=C12)OP(=O)(OC1=C(C(=C(C(=C1F)F)F)F)F)N[C@@H](C)C(=O)OCC(CC)CC